2-[2-(4-cyano-phenyl)-1-[3-(trifluoromethyl)phenyl]ethylidene]-N-[4-(difluoromethoxy)phenyl]-hydrazine-carboxamide C(#N)C1=CC=C(C=C1)CC(C1=CC(=CC=C1)C(F)(F)F)=NNC(=O)NC1=CC=C(C=C1)OC(F)F